FC=1C(=C2C=NN(C2=CC1)C1OCCCC1)B(O)O (5-fluoro-1-(tetrahydro-2H-pyran-2-yl)-1H-indazol-4-yl)boronic acid